5-methylthiazole-2-carbaldehyde CC1=CN=C(S1)C=O